oxygen europium-nickel [Ni].[Eu].[O]